4-[(2S)-2-(3,5-dioxopiperazin-1-yl)propyl]piperazine-2,6-dione (R)-1,1,1-trifluoropropan-2-yl-(S)-6-diazo-2-((R)-2-methoxypropanamido)-5-oxohexanoate FC([C@@H](C)OC([C@H](CCC(C=[N+]=[N-])=O)NC([C@@H](C)OC)=O)=O)(F)F.O=C1CN(CC(N1)=O)[C@H](CN1CC(NC(C1)=O)=O)C